1-(2-adamantylethyl)-4-ethylbenzene C12C(C3CC(CC(C1)C3)C2)CCC2=CC=C(C=C2)CC